N1(CCCC1)CCCCNC(OC(CCC\C=C/CCCCC)C(CCC\C=C/CCCCC)CCC\C=C/CCCCC)=S (6Z,16Z)-12-((Z)-dec-4-en-1-yl)docosa-6,16-dien-11-yl (4-(pyrrolidin-1-yl)-butyl)carbamothioate